7-(cyclobutoxy)-2-[1-methyl-2-oxabicyclo[2.2.1]heptan-4-yl]imidazo[1,2-a]pyrimidine-6-carboxylic acid C1(CCC1)OC1=NC=2N(C=C1C(=O)O)C=C(N2)C21COC(CC2)(C1)C